CN(C(=N)N[N+](=O)[O-])N=O 1-methyl-3-nitro-1-nitroso-guanidine